FC1(CC2(CNC3=CC=CC=C23)C1)F 3,3-difluoro-1'h-spiro[cyclobutane-1,3'-indole]